3-(4-chlorobenzylidene)oxetane ClC1=CC=C(C=C2COC2)C=C1